(S)-2-amino-5-guanidino-pentanoic acid N[C@H](C(=O)O)CCCNC(=N)N